N-(2-(aminomethyl)-3-fluoro-6-methoxybenzyl)-N-methylpropan-2-amine NCC1=C(CN(C(C)C)C)C(=CC=C1F)OC